4-aminofuro[2,3-D]pyrimidine NC=1C2=C(N=CN1)OC=C2